C1(=CC=CC=C1)CCCC(=O)O.C(C)(=O)OCCC1=CC=CC=C1 2-phenylethyl acetate (Phenyl Ethyl Acetate)